octafluoronaphthalene FC=1C(=C(C(=C2C(=C(C(=C(C12)F)F)F)F)F)F)F